tert-butyl ((1r,3r)-3-(4-(2-(4-((5-methyl-1,3,4-oxadiazol-2-yl)oxy)phenyl)propan-2-yl)phenoxy)cyclobutyl)carbamate CC1=NN=C(O1)OC1=CC=C(C=C1)C(C)(C)C1=CC=C(OC2CC(C2)NC(OC(C)(C)C)=O)C=C1